6-((2-fluoro-[1,1'-biphenyl]-3-yl)methyl)-7-((1-fluoroethyl)sulphonamido)-5-azaspiro[2.4]heptane-5-carboxylic acid tert-butyl ester C(C)(C)(C)OC(=O)N1CC2(CC2)C(C1CC=1C(=C(C=CC1)C1=CC=CC=C1)F)NS(=O)(=O)C(C)F